(3S)-1-[2-[[5-(2-Chloro-4-fluoro-phenyl)-1,8-naphthyridin-2-yl]oxy]propanoyl]piperidin ClC1=C(C=CC(=C1)F)C1=C2C=CC(=NC2=NC=C1)OC(C(=O)N1CCCCC1)C